18-((2-(Nicotinamido)ethyl)amino)-18-oxooctadecanoic acid tert-butyl ester C(C)(C)(C)OC(CCCCCCCCCCCCCCCCC(=O)NCCNC(C1=CN=CC=C1)=O)=O